1-(2,3-Dihydrobenzo[b][1,4]dioxin-6-yl)-3-(5-nitroisoindolin-2-yl)propan-1-one O1C2=C(OCC1)C=C(C=C2)C(CCN2CC1=CC=C(C=C1C2)[N+](=O)[O-])=O